COC1=C(C=CC(=C1)OC)CNC1=NC=CC(=C1F)OC N-[(2,4-dimethoxyphenyl)methyl]-3-fluoro-4-methoxy-pyridin-2-amine